1-[(7R)-3-bromo-2,5-dimethoxy-7-bicyclo[4.2.0]octa-1(6),2,4-trienyl]-N-[(2-methoxyphenyl)methyl]methylamine BrC1=C(C=2C[C@H](C2C(=C1)OC)CNCC1=C(C=CC=C1)OC)OC